C(=O)C1=CC(=CC=2C=CSC21)C(CC(=O)OCC)C2=C(C1=C(N(N=N1)C)C(=C2)OC)C ethyl 3-(7-formyl-1-benzothiophen-5-yl)-3-(7-methoxy-1,4-dimethyl-1H-benzotriazol-5-yl)propanoate